2-bromo-2-methyl-propanedioic acid-1,3-diethyl ester C(C)OC(C(C(=O)OCC)(C)Br)=O